tert-butyl ((S)-2-hydroxy-3-(3-((1-(hydroxymethyl)cyclopropyl)sulfonyl)phenoxy)propyl)((S)-1-oxa-8-azaspiro[4.5]decan-3-yl)carbamate O[C@@H](CN(C(OC(C)(C)C)=O)[C@@H]1COC2(C1)CCNCC2)COC2=CC(=CC=C2)S(=O)(=O)C2(CC2)CO